ClC=1C=C2C(=NC(=NC2=C(C1C1=C(C=CC=C1O)F)F)P(=O)(C)C)N1CCN(CC1)C(C=C)=O 1-(4-(6-chloro-2-(dimethyl-phosphoryl)-8-fluoro-7-(2-fluoro-6-hydroxyphenyl)quinazolin-4-yl)piperazin-1-yl)prop-2-en-1-one